N-[6-chloro-5-(oxiran-2-yl)pyridazin-3-yl]-2,2-dimethyl-propanamide ClC1=C(C=C(N=N1)NC(C(C)(C)C)=O)C1OC1